O=C1NC2=CC=CC=C2C12C1(NC(C2C2=CC=CC=C2)C(=O)N)CCCCC1 oxo-4'-phenyldispiro[cyclohexane-1,2'-pyrrolidine-3',3''-indoline]-5'-carboxamide